C(C1=CC=CC=C1)OC1=CC(=NC=2C=CN=C(C12)C#N)C1=C(C=C(C(=C1)Cl)[C@@](C(F)(F)F)(C)CO)C |o1:27| rel-(S)-4-benzyloxy-2-[5-chloro-2-methyl-4-[2,2,2-trifluoro-1-(hydroxymethyl)-1-methyl-ethyl]phenyl]-1,6-naphthyridine-5-carbonitrile